C1=CC=CC=2C3=CC=CC=C3C(C12)COC(=O)N(CCC(=O)O)[C@H]1CN(CC1)C(=O)OC(C)(C)C (R)-3-((((9H-fluoren-9-yl)methoxy)carbonyl)(1-(tert-butoxycarbonyl)pyrrolidin-3-yl)amino)propanoic acid